1-triethylsilyl-4-(3-(triethoxysilyl)propyl)piperazine C(C)[Si](N1CCN(CC1)CCC[Si](OCC)(OCC)OCC)(CC)CC